C1=CC=C(C(=C1)C(=O)/C=C\\C=C(/C(=O)O)\\O)[O-] The molecule is a 6-oxo monocarboxylic acid anion that is the conjugate base of 2-hydroxy-6-(2-hydroxyphenyl)-6-oxo-cis,cis-hexa-2,4-dienoic acid. It derives from a sorbate. It is a conjugate base of a 2-hydroxy-6-(2-hydroxyphenyl)-6-oxo-cis,cis-hexa-2,4-dienoic acid. It is a conjugate acid of a 2-hydroxy-6-(2-oxidophenyl)-6-oxo-cis,cis-hexa-2,4-dienoate(2-).